3-((2S)-3-(8-(4-bromo-3-methylphenylsulfonyl)-1-oxa-8-azaspiro[4.5]decan-3-ylamino)-2-hydroxypropoxy)-N,N-dimethylbenzenesulfonamide BrC1=C(C=C(C=C1)S(=O)(=O)N1CCC2(CC(CO2)NC[C@@H](COC=2C=C(C=CC2)S(=O)(=O)N(C)C)O)CC1)C